O(C1=CC=CC=C1)C1=CC=C(C=N1)NC=1C2=C(N=CN1)C=CC(=N2)N2CCNCC2 N-(6-phenoxypyridin-3-yl)-6-(piperazin-1-yl)pyrido[3,2-d]pyrimidin-4-amine